NC1CCN(CC1)C(CCCNC=1C=C2CN(C(C2=CC1)=O)C1C(NC(CC1)=O)=O)=O 3-(5-((4-(4-aminopiperidin-1-yl)-4-oxobutyl)amino)-1-oxoisoindol-2-yl)piperidine-2,6-dione